2,4,8,10-tetra-t-butyl-6-[3-(3-methyl-4-hydroxy-5-t-butylphenyl)propoxy]dibenzo[d,f][1,3,2]dioxaphosphepin C(C)(C)(C)C1=CC2=C(OP(OC3=C2C=C(C=C3C(C)(C)C)C(C)(C)C)OCCCC3=CC(=C(C(=C3)C(C)(C)C)O)C)C(=C1)C(C)(C)C